FC(C(C1CCOCC1)N1N=CC=2C1=NC(=CN2)NC2=NNC(=C2)OC(F)F)F 1-(2,2-difluoro-1-(tetrahydro-2H-pyran-4-yl)ethyl)-N-(5-(difluoromethoxy)-1H-pyrazol-3-yl)-1H-pyrazolo[3,4-b]Pyrazin-6-amine